CC(C)CCC[C@@H](C)[C@H]1CC[C@H]2[C@@H]3CC=C4C[C@H](CC[C@]4(C)[C@H]3CC[C@]12C)OCCCCCCCCO[C@@H](CN(C)C)COCCCCCCCC\C=C/C\C=C/CCCCC (2S)-2-({8-[(3β)-cholest-5-en-3-yloxy]octyl}oxy)-N,N-dimethyl-3-[(9Z,12Z)-octadec-9,12-dien-1-yloxy]propan-1-amine